C(C)(C)(C)OC(=O)N1N=C(C=C1NC(=O)C1CN(C(C1)=O)C1=CC(=CC=C1)C)C1CC1.CN1CCN(CC1)C N,N'-dimethyl-piperazine tert-butyl-3-cyclopropyl-5-[1-(3-methylphenyl)-5-oxopyrrolidine-3-amido]-1H-pyrazole-1-carboxylate